2,7-Dihydro-1,4-oxazepin O1CC=NC=CC1